3-cyclopentyl-3-hydrazinopropionitrile (2R,3R)-2,3-dihydroxysuccinate dihydrate O.O.O[C@@H](C(=O)O)[C@H](C(=O)O)O.C1(CCCC1)C(CC#N)NN